NC=1C2=C(N=CN1)N(C=C2C(N)=S)[C@@H]2O[C@@H]([C@H]([C@H]2O)O)CO 4-amino-7-[(2R,3R,4S,5R)-3,4-dihydroxy-5-(hydroxymethyl)oxolan-2-yl]pyrrolo[2,3-d]pyrimidine-5-carbothioamide